4-(4-(((3-aminooxetane-3-yl)methyl)amino)-6-methylquinazolin-2-yl)-1-(methylimino)-2,3,4,5-tetrahydro-1H-1λ4-benzo[f][1,4]thiazepine-1-oxide NC1(COC1)CNC1=NC(=NC2=CC=C(C=C12)C)N1CCS(C2=C(C1)C=CC=C2)(=NC)=O